(R*)-N5-((6-((5,6,7,8-tetrahydroimidazo[1,2-a]pyridin-7-yl)methoxy)pyridin-3-yl)methyl)isoquinoline-1,5-diamine N=1C=CN2C1C[C@@H](CC2)COC2=CC=C(C=N2)CNC=2C=1C=CN=C(C1C=CC2)N |o1:6|